bis(2,4-dimethylpentyl)phosphine oxide CC(CP(CC(CC(C)C)C)=O)CC(C)C